C(#N)C1=NC(=NC(=C1)C)N1CCC2(CC1)CC1=CC=C(C=C1[C@H]2N[S@](=O)C(C)(C)C)OC (R)-N-((S)-1'-(4-cyano-6-methylpyrimidin-2-yl)-5-methoxy-1,3-dihydrospiro[inden-2,4'-piperidin]-3-yl)-2-methylpropane-2-sulfinamide